N(=C=O)CCCCCCN1C(N(C(N(C1=O)CCCCCCN=C=O)=O)CCCCCCN=C=O)=O 1,3,5-tris(6-isocyanatohexyl)-1,3,5-triazine-2,4,6(1H,3H,5H)-trione